C1(=CC=CC=C1)S(=O)(=O)N1C=CC2=C(C=C(C(=C12)Cl)Cl)Br 1-(benzenesulfonyl)-4-bromo-6,7-dichloro-indole